FC=1C=C(C=NC1)C1=C(C=C(C=C1)CC(=O)N)S(N)(=O)=O [4-(5-Fluoropyridin-3-Yl)-3-sulfamoylphenyl]Acetamide